FC(C1(CC1)C1=CC=C(C=N1)C(=O)O)(F)F 6-[1-(tri-fluoromethyl)cyclopropyl]pyridine-3-carboxylic acid